(1R,4R,7R)-2-{2-[1-(cyclopropylmethyl)-6-(2-methoxypyrimidin-5-yl)-1H-pyrrolo[2,3-b]pyridin-2-yl]-7-methoxy-1-methyl-1H-1,3-benzodiazole-5-carbonyl}-2-azabicyclo[2.2.1]heptan-7-amine C1(CC1)CN1C(=CC=2C1=NC(=CC2)C=2C=NC(=NC2)OC)C2=NC1=C(N2C)C(=CC(=C1)C(=O)N1[C@@H]2CC[C@H](C1)[C@H]2N)OC